FC(C(C(C(C(C(C(C(C(C(F)(F)F)(F)F)(F)F)(F)F)(F)F)(F)F)(F)F)(F)F)(F)F)(CCC)F henicosafluorotridecane